(±)-5-((4-Cyclopropyl-3-((methylsulfinyl)methyl)phenyl)amino)-7-((5-((dimethylamino)methyl)pyridin-2-yl)amino)pyrazolo[1,5-a]pyrimidin-3-carbonitril C1(CC1)C1=C(C=C(C=C1)NC1=NC=2N(C(=C1)NC1=NC=C(C=C1)CN(C)C)N=CC2C#N)C[S@](=O)C |r|